N-vinylimidazolium hydrogensulfate S(=O)(=O)(O)[O-].C(=C)N1C=[NH+]C=C1